ClC1N(C(C2=CC(=CC=C12)C1=NC(=NC=C1Cl)NC1CCOCC1)=O)C(C(=O)O)COC (3-chloro-6-(5-chloro-2-((oxacyclohex-4-yl)amino)pyrimidin-4-yl)-1-oxoisoindolin-2-yl)-3-methoxypropionic acid